C(C)(=O)N1[C@@H](CNC[C@H]1C)C1=CC(=NC(=C1)Cl)C1=CC(=NC(=N1)C)C(=O)NC 6-(4-((2R,6R)-1-acetyl-6-methylpiperazin-2-yl)-6-chloropyridin-2-yl)-N,2-dimethylpyrimidine-4-carboxamide